CC1=NC(=CC=C1CNC(C1=CC=C(C=C1)C=1C=C2CCN(C2=CC1)C(CC)=O)=O)C N-((2,6-dimethylpyridin-3-yl)methyl)-4-(1-propionylindolin-5-yl)benzamide